O[C@@H](CC(=O)OCC[C@@H](C)O)C (R)-(R)-3-hydroxybutyl 3-hydroxybutyrate